1-(2-methylpyridin-4-yl)-1H-pyrazole-4-carbaldehyde CC1=NC=CC(=C1)N1N=CC(=C1)C=O